C(C)OC1N2CCC(C1)CC2 ethoxy-1-azabicyclo[2.2.2]octane